C(C)(C)(C)OC(=O)N1CCN(CC1)C1=NC=C(C=C1)OC=1C=C(C=C(C1)COS(=O)(=O)C)C1=CC(=CC(=C1)Cl)Cl 4-(5-((3',5'-dichloro-5-(((methylsulfonyl)oxy)methyl)-[1,1'-biphenyl]-3-yl)oxy)pyridin-2-yl)piperazine-1-carboxylic acid tert-butyl ester